C(C)(C)(C)C1=CC=C(C=C1)NC(C(C1=CC=C(C=C1)OC)NC(=O)C1CNC(C1)=O)=O N-(2-((4-tert-butylphenyl)amino)-1-(4-methoxyphenyl)-2-oxoethyl)-5-oxopyrrolidine-3-carboxamide